C(C(C)C)C1OC(OC(O1)CC(C)C)CC(C)C 2,4,6-tris(isobutyl)-1,3,5-trioxane